The molecule is a N-[4-cyano-3-(trifluoromethyl)phenyl]-3-[(4-fluorophenyl)sulfonyl]-2-hydroxy-2-methylpropanamide that is the (R)-enantiomer of bicalutamide. It has a role as an androgen antagonist and an antineoplastic agent. It is an enantiomer of a (S)-bicalutamide. C[C@](CS(=O)(=O)C1=CC=C(C=C1)F)(C(=O)NC2=CC(=C(C=C2)C#N)C(F)(F)F)O